CC1CC(CO1)C(=O)N1C(CCCC1)C=1NC=C(N1)C1=CC=CC=C1 (5-methyltetrahydrofuran-3-yl)(2-(4-phenyl-1H-imidazol-2-yl)piperidin-1-yl)meth-anone